tri(4,4,4-trifluoro-1-(2-thienyl)-butane-1,3-dione) Europium (III) [Eu+3].FC(C(CC(=O)C=1SC=CC1)=O)(F)F.FC(C(CC(=O)C=1SC=CC1)=O)(F)F.FC(C(CC(=O)C=1SC=CC1)=O)(F)F